[1,4]Oxazin-4-carboxylic acid tert-butyl ester C(C)(C)(C)OC(=O)N1C=COC=C1